2-fluoro-6-formyl-4-(3-(4-(pyrrolidin-1-yl)phenyl)-1,2,4-thiadiazol-5-yl)phenyl butyrate C(CCC)(=O)OC1=C(C=C(C=C1C=O)C1=NC(=NS1)C1=CC=C(C=C1)N1CCCC1)F